methyl 4-(5-(3-((2-(3-(dimethoxyphosphoryl)propanoyl)-4-fluoro-6-methoxybenzo[b]thiophen-5-yl)oxy)propoxy)-4-fluoro-6-methoxybenzo[b]thiophen-2-yl)-4-oxobutanoate COP(=O)(OC)CCC(=O)C1=CC2=C(S1)C=C(C(=C2F)OCCCOC2=C(C1=C(SC(=C1)C(CCC(=O)OC)=O)C=C2OC)F)OC